ClC=1C=C(C=C(C1OC=1C=C2CCNC(C2=CC1)=O)Cl)N1N=C(C(NC1=O)=O)C#N 2-(3,5-Dichloro-4-((1-oxo-1,2,3,4-tetrahydroisoquinolin-6-yl)oxy)phenyl)-3,5-dioxo-2,3,4,5-tetrahydro-1,2,4-triazine-6-carbonitrile